C(CCCCCCCC=C)N(C(CCCCCCCN(C1CCC(CC1)O)CCCCCCCC(=O)N(CCCCCCCCCC)CCCCCCCCCC)=O)CCCCCCCCC=C N,N-di(dec-9-en-1-yl)-8-((8-(didecyl-amino)-8-oxooctyl)-(4-hydroxycyclohex-yl)amino)octanamide